ethyl (2-oxo-1-(1-(4-(propan-2-ylidene)cyclohexyl)piperidin-4-yl)indolin-3-yl)carbamate O=C1N(C2=CC=CC=C2C1NC(OCC)=O)C1CCN(CC1)C1CCC(CC1)=C(C)C